C(C)OC(=O)C(CC)CCC Hexane-3-carboxylic acid ethyl ester